ClC=1C=C(C=CC1C)C=1NC(C=2N(C1)N=C(C2C(F)(F)F)C(=O)OCC)=O Ethyl 6-(3-chloro-4-methylphenyl)-4-oxo-3-(trifluoromethyl)-4,5-dihydropyrazolo[1,5-a]pyrazine-2-carboxylate